ClC1=C(C=2C(=NC=CC2OC2=CC(=C(C=C2)NC(=O)NC2=CC(=C(C=C2)CN2CCN(CC2)C)C(F)(F)F)C)N1COCC[Si](C)(C)C)Cl 1-(4-((2,3-dichloro-1-((2-(trimethylsilyl)ethoxy)methyl)-1H-pyrrolo[2,3-b]pyridin-4-yl)oxy)-2-methylphenyl)-3-(4-((4-methylpiperazin-1-yl)methyl)-3-(trifluoromethyl)phenyl)urea